bis-trityl-silane chromate [Cr](=O)(=O)(O)O.C(C1=CC=CC=C1)(C1=CC=CC=C1)(C1=CC=CC=C1)[SiH2]C(C1=CC=CC=C1)(C1=CC=CC=C1)C1=CC=CC=C1